9-Methyl-11-(propan-2-yl)-11-azatricyclo[6.2.1.02,7]undeca-2,4,6,9-tetraene hydrochloride Cl.CC=1C2C3=CC=CC=C3C(C1)N2C(C)C